C(C1=CC=CC=C1)OC1=NC=C(C=C1N1CCN(CC1)C(=O)OC(C)(C)C)[N+](=O)[O-] tert-butyl 4-(2-(benzyloxy)-5-nitropyridin-3-yl)piperazine-1-carboxylate